BrC=1C=C(C=NC1)CNC(OCC1=CC=CC=C1)=O benzyl ((5-bromopyridin-3-yl)methyl)carbamate